N-[7-methoxy-6-(pyridin-2-yloxy)-1H,2H,3H-cyclopenta[b]quinolin-9-yl]-1-methylpiperidin-4-amine COC1=CC=2C(=C3C(=NC2C=C1OC1=NC=CC=C1)CCC3)NC3CCN(CC3)C